water cadmium chloride [Cl-].[Cd+2].O.[Cl-]